COC=1C=C(C=C(C1)OC)N(C(=O)C=1N=C(SC1)C#C)[C@H]1CN(CCC1)C(C)C (R)-N-(3,5-Dimethoxyphenyl)-2-ethynyl-N-(1-isopropylpiperidin-3-yl)thiazole-4-carboxamide